Dibenzyl (4-((5-methoxy-4-oxo-3,4-dihydropyrido[3,4-d]pyridazin-7-yl)methyl)phenyl)phosphonate COC1=NC(=CC2=C1C(NN=C2)=O)CC2=CC=C(C=C2)P(OCC2=CC=CC=C2)(OCC2=CC=CC=C2)=O